3-Chloro-11-((2-(2-hydroxyethoxy)ethyl)amino)-6-methyl-6,11-dihydrodibenzo[c,f][1,2]thiazepine 5,5-dioxide ClC1=CC2=C(C(C3=C(N(S2(=O)=O)C)C=CC=C3)NCCOCCO)C=C1